FC(CNC(C(=O)O)=O)F 2-((2,2-difluoroethyl)amino)-2-oxoacetic acid